7-bromo-1,3-dichlorodibenzofuran BrC1=CC2=C(C3=C(O2)C=C(C=C3Cl)Cl)C=C1